9,9''-diphenyl-9H,9''H-3,3':9',3''-tercarbazole C1(=CC=CC=C1)N1C2=CC=CC=C2C=2C=C(C=CC12)C=1C=CC=2N(C3=CC=CC=C3C2C1)C=1C=CC=2N(C3=CC=CC=C3C2C1)C1=CC=CC=C1